C1(CC1)C1=NC=NC(=C1C1=NC=C(C(=N1)N(CC12COC(CC1)(CC2)C=2N(C=C(N2)C(F)(F)F)C)C)OC)OC 4'-cyclopropyl-5,6'-dimethoxy-N-methyl-N-((1-(1-methyl-4-(trifluoromethyl)-1H-imidazol-2-yl)-2-oxabicyclo[2.2.2]oct-4-yl)methyl)-[2,5'-bipyrimidine]-4-amine